[NH4+].P(=O)(O)([O-])[O-].[Na+] sodium monohydrogen phosphate, ammonium salt